(1S,4R,5S)-4-((6-chloro-5-methylpyridin-3-yl)methyl)-2-(3-(pyridazin-4-yl)-1H-pyrazol-5-yl)-2-azabicyclo[3.1.0]hexan-3-one ClC1=C(C=C(C=N1)C[C@H]1C(N([C@H]2C[C@@H]12)C1=CC(=NN1)C1=CN=NC=C1)=O)C